C1(CC1)C=1N=NN(C1)[C@H](C(=O)N1[C@@H](C[C@H](C1)O)C(=O)NCC1=C(C=CC=C1NS(=O)(=O)C)F)C(C)(C)C (2S,4r)-1-[(2S)-2-(4-cyclopropyl-triazol-1-yl)-3,3-dimethyl-butyryl]-N-[[2-fluoro-6-(methylsulfonylamino)phenyl]methyl]-4-hydroxy-pyrrolidine-2-carboxamide